N1(CCC1)S(=O)(=O)C1=CC=C(C=C1)C1=CC=C(C=C1)C[C@@H](C#N)NC(=O)[C@H]1OCCCNC1 (2s)-N-{(1s)-2-[4'-(Azetidin-1-ylsulfonyl)biphenyl-4-yl]-1-cyanoethyl}-1,4-oxazepane-2-carboxamide